C1(=CC=CC=C1)C(=NN(C1=CC=C(C=C1)C(F)(F)F)C)C1=CC=CC=C1 2-(diphenylmethylene)-1-methyl-1-(4-(trifluoromethyl)phenyl)hydrazine